4-[2-chloro-4-[[3-[1-(cyanomethyl)-3-(trifluoromethyl)pyrazol-4-yl]imidazo[1,2-a]pyrazin-8-yl]amino]benzoyl]-N-[(3R)-pyrrolidin-3-yl]piperazine-1-carboxamide ClC1=C(C(=O)N2CCN(CC2)C(=O)N[C@H]2CNCC2)C=CC(=C1)NC=1C=2N(C=CN1)C(=CN2)C=2C(=NN(C2)CC#N)C(F)(F)F